FC(N1C(=NC2=C1C=CC=C2)N2CCC(CC2)NC2=CC=C1C(=NN(C1=C2)C)C2=C(C=CC=C2)F)F N-(1-(1-(difluoromethyl)-1H-benzo[d]imidazol-2-yl)piperidin-4-yl)-3-(2-fluorophenyl)-1-methyl-1H-indazol-6-amine